C(C)(C)(C)S(=O)(=O)C=1C(=CC=2N(C1)C(=CN2)C=2C=C(C=C(C2)C(/N=C/N(C)C)=O)NC(OC(C)(C)C)=O)OC tert-butyl (E)-(3-(6-(tert-butylsulfonyl)-7-methoxyimidazo[1,2-a]pyridin-3-yl)-5-(((dimethylamino)methylene)carbamoyl)phenyl)carbamate